5-bromo-6-chloro-N-methoxy-2-methyl-1H-indole-3-carboxamide BrC=1C=C2C(=C(NC2=CC1Cl)C)C(=O)NOC